C(C)(C)(C)OC(=O)N1C(CCCC1)\C=C\C=1N=C(SC1)N (E)-2-(2-(2-aminothiazole-4-yl)vinyl)piperidine-1-carboxylic acid tert-butyl ester